ClC1=CC2=C(N(C(N=C2N2C[C@H](N[C@H](C2)C)C)=O)C=2C(=NC=NC2C(C)C)C(C)C)N=C1C1=C(C=CC=C1)F 6-chloro-1-(4,6-diisopropylpyrimidin-5-yl)-4-(cis-3,5-dimethylpiperazin-1-yl)-7-(2-fluorophenyl)pyrido[2,3-d]Pyrimidin-2(1H)-one